3-(2-chloro-5-methylpyrimidin-4-yl)-6-methyl-1H-indole ClC1=NC=C(C(=N1)C1=CNC2=CC(=CC=C12)C)C